CNC(=O)C1=NC=CC=C1 N-methylpyridinecarboxamide